(2r,5s)-5-(4-bromophenyl)-2-cyclopropylmorpholine BrC1=CC=C(C=C1)[C@H]1CO[C@@H](CN1)C1CC1